N-(4-((1-methyl-1H-benzo[d][1,2,3]triazol-5-yl)oxy)-3-(trifluoromethyl)phenyl)-6-(methylsulfinyl)pyrimido[5,4-d]pyrimidin-4-amine CN1N=NC2=C1C=CC(=C2)OC2=C(C=C(C=C2)NC=2C1=C(N=CN2)C=NC(=N1)S(=O)C)C(F)(F)F